1-[2-{3-(3,5-di-t-butyl-4-hydroxyphenyl)propionyloxy}butyl]-4-[3-(3,5-di-t-butyl-4-hydroxyphenyl)propionyloxy]2,2,6,6-tetramethyl-piperidine C(C)(C)(C)C=1C=C(C=C(C1O)C(C)(C)C)CCC(=O)OC(CN1C(CC(CC1(C)C)OC(CCC1=CC(=C(C(=C1)C(C)(C)C)O)C(C)(C)C)=O)(C)C)CC